C(C)(C)[Si](C(C)C)(C(C)C)C#CI1OC(C2=C1C=CC=C2)=O 1-[(triisopropylsilyl)ethynyl]-1,2-benziodoxol-3(1H)-one